C(C)(C)(C)OC(=O)N1N=CCC1C=1C=NC=C(C1)F 5-(5-Fluoropyridin-3-yl)-4,5-dihydro-1H-pyrazole-1-carboxylic acid tert-butyl ester